7-(Furan-3-yl)imidazo[1,2-a]pyridine O1C=C(C=C1)C1=CC=2N(C=C1)C=CN2